methyl (4R*,8R*)-10-cyano-2-[(methylcarbamoyl)amino]-4,7,8,9-tetrahydro-4,8-epimino[1,3]thiazolo[5,4-d]azocine-6(5H)-carboxylate C(#N)N1[C@@H]2CN(C[C@H]1CC1=C2SC(=N1)NC(NC)=O)C(=O)OC |o1:3,7|